COC=1C=C(C=CC1OC)CCN(C(=O)C1=C(OC=2N=CN=C(C21)NC2(CC2)C)C)C N-[2-(3,4-dimethoxyphenyl)ethyl]-N,6-dimethyl-4-[(1-methylcyclopropyl)amino]furo[2,3-d]pyrimidine-5-carboxamide